4-[(1R,2R)-2-(5-tert-butyl-1,3-oxazol-2-yl)cyclopropyl]benzenesulfonamide copper-zinc tartrate C(=O)([O-])C(O)C(O)C(=O)[O-].[Zn+2].[Cu+2].C(C)(C)(C)C1=CN=C(O1)[C@H]1[C@@H](C1)C1=CC=C(C=C1)S(=O)(=O)N.C(=O)([O-])C(O)C(O)C(=O)[O-]